(4-bromo-6-chloropyridin-3-yl)methanol BrC1=C(C=NC(=C1)Cl)CO